NCC1([C@H]2CN(C[C@@H]12)C(=O)OC(C)(C)C)C1=NOC(=C1)C tert-butyl (1R,5S,6r)-6-(aminomethyl)-6-(5-methylisoxazol-3-yl)-3-azabicyclo[3.1.0]hexane-3-carboxylate